tert-butyl (4-(2-(2,6-dioxopiperidin-3-yl)-5-fluoro-1-oxoisoindolin-4-yl)but-3-yn-1-yl)carbamate O=C1NC(CCC1N1C(C2=CC=C(C(=C2C1)C#CCCNC(OC(C)(C)C)=O)F)=O)=O